1,3-dipropyl-7-methylxanthine C(CC)N1C(=O)N(C=2N=CN(C2C1=O)C)CCC